4-(2-(3-methoxy-3-oxoprop-1-en-1-yl)phenyl)piperazin-1-ium chloride [Cl-].COC(C=CC1=C(C=CC=C1)N1CC[NH2+]CC1)=O